NC1=CC=CC(=N1)NCCC1CN(CCC1)C1=C(C(=O)O)C=CC(=C1)I 2-(3-(2-((6-aminopyridin-2-yl)amino)ethyl)piperidin-1-yl)-4-iodobenzoic acid